2,6-dimethyl-4-pyrone CC=1OC(=CC(C1)=O)C